1-ethyl-3-(4-methanesulfonylphenyl)-6-{4-[1-(propan-2-yl)piperidin-4-yl]phenyl}-1,2-dihydro-quinolin-2-one C(C)N1C(C(=CC2=CC(=CC=C12)C1=CC=C(C=C1)C1CCN(CC1)C(C)C)C1=CC=C(C=C1)S(=O)(=O)C)=O